C(C)(C)[Si](C(C)C)(C(C)C)O[Si](C(C)C)(C(C)C)C(C)C tri-isopropylsilyl ether